3-(1-(2,4-difluorobenzyl)-1H-indazol-3-yl)benzoyl-hydrazine FC1=C(CN2N=C(C3=CC=CC=C23)C=2C=C(C(=O)NN)C=CC2)C=CC(=C1)F